1,2-di-n-propoxybenzene CCCOC1=CC=CC=C1OCCC